tert-butyl 2-(4-(cyclohexylmethyl)-2-(2-isopropylphenyl)-6-oxopiperazin-1-yl)-7-azaspiro[3.5]nonane-7-carboxylate C1(CCCCC1)CN1CC(N(C(C1)=O)C1CC2(C1)CCN(CC2)C(=O)OC(C)(C)C)C2=C(C=CC=C2)C(C)C